5-(difluoromethyl)-6-[(1R)-1-methylbut-3-enyloxy]-3-nitro-pyridine-2-carboxylic acid methyl ester COC(=O)C1=NC(=C(C=C1[N+](=O)[O-])C(F)F)O[C@@H](CC=C)C